BrC=1C=C(C=CC1)C(C(=O)NN)(CCCOC(C)(C#C)C)C 2-(3-Bromophenyl)-2-methyl-5-((2-methylbut-3-yn-2-yl)oxy)pentanehydrazide